BrCC=1C=C(C#N)C=C(C1)C(F)(F)F 3-(bromomethyl)-5-(trifluoromethyl)benzonitrile